N-{[5-chloro-6-(5-methoxy-2-pyrazinyl)-2-indolyl]methyl}-4-pyrimidinecarboxamide ClC=1C=C2C=C(NC2=CC1C1=NC=C(N=C1)OC)CNC(=O)C1=NC=NC=C1